ClC1=C(C2=C(C=N1)N=CN2CC)OC 6-Chloro-1-ethyl-7-methoxy-1H-imidazo[4,5-c]pyridine